(-)-[3-(4-Propoxyphenyl)azetidin-1-yl]-[3-(1H-pyrazol-5-yl)pyrrolidin-1-yl]methanone C(CC)OC1=CC=C(C=C1)C1CN(C1)C(=O)N1CC(CC1)C1=CC=NN1